tricalcium aluminum monosulfate S(=O)(=O)([O-])[O-].[Al+3].[Ca+2].[Ca+2].[Ca+2]